3-((5,5-difluorohexyl)oxy)-4-(1-(trifluoromethyl)-1,2,5,6-tetrahydropyridin-3-yl)-1,2,5-thiadiazole FC(CCCCOC1=NSN=C1C=1CN(CCC1)C(F)(F)F)(C)F